O=C1N(CC2=CC(=CC=C12)C=1C=CC2=C(NCCN2)N1)C1C(NC(CC1)=O)=O 3-(1-oxo-5-(1,2,3,4-tetrahydropyrido[2,3-b]pyrazin-6-yl)isoindolin-2-yl)piperidine-2,6-dione